2-(4-(3-Chloro-6-(((6-chloropyridin-2-yl)oxy)methyl)pyridin-2-yl)butyl)-6-methyl-1,3,6,2-dioxazaborocane-4,8-dione ClC=1C(=NC(=CC1)COC1=NC(=CC=C1)Cl)CCCCB1OC(CN(CC(O1)=O)C)=O